ethyl (4-((4-amino-2-butyl-7-isopropoxy-1H-imidazo[4,5-d]pyridazin-1-yl)methyl)benzyl)carbamate NC1=C2C(=C(N=N1)OC(C)C)N(C(=N2)CCCC)CC2=CC=C(CNC(OCC)=O)C=C2